(2S)-N-{(2S)-1-(1,3-benzothiazol-2-yl)-1-oxo-3-[(3S)-2-oxopyrrolidin-3-yl]propan-2-yl}-4-methyl-2-{7-[(methylsulfonyl)amino]-1-oxo-1,3-dihydro-2H-isoindol-2-yl}pentanamide S1C(=NC2=C1C=CC=C2)C([C@H](C[C@H]2C(NCC2)=O)NC([C@H](CC(C)C)N2C(C1=C(C=CC=C1C2)NS(=O)(=O)C)=O)=O)=O